ClCC(=O)N1CCN(CC1)CC 2-chloro-1-(4-ethylpiperazinyl)ethanone